5-(2-fluorophenyl)-1-(3-pyridylsulfonyl)-1H-pyrrole-3-acetamide FC1=C(C=CC=C1)C1=CC(=CN1S(=O)(=O)C=1C=NC=CC1)CC(=O)N